7-(aminomethyl)-2-(2,3-dichloro-6-methoxyphenyl)-hexahydro-1H-indolizin-5-one NCC1CC(N2CC(CC2C1)C1=C(C(=CC=C1OC)Cl)Cl)=O